3-(2-amino-6-{1-[(6-isopropyl-2-pyridinyl)methyl]-1H-1,2,3-triazol-4-yl}-4-pyrimidinyl)-2-methoxybenzonitrile NC1=NC(=CC(=N1)C=1C(=C(C#N)C=CC1)OC)C=1N=NN(C1)CC1=NC(=CC=C1)C(C)C